2,4-bis{4-[(3-diisopropylaminopentyl)iminomethyl]phenyl}-7-phenyl-7H-pyrrolo[2,3-d]pyrimidine C(C)(C)N(C(CCN=CC1=CC=C(C=C1)C=1N=C(C2=C(N1)N(C=C2)C2=CC=CC=C2)C2=CC=C(C=C2)C=NCCC(CC)N(C(C)C)C(C)C)CC)C(C)C